5-Cyclohexylidene-2-norbornene C1(CCCCC1)=C1C2C=CC(C1)C2